C(C)(=O)O.FC1=C(C=CC(=C1)C)NC1=CC=C2C(=N1)NN=C2NC(C2=CC=C(C=C2)C2CCN(CC2)C)=O N-(6-((2-fluoro-4-methylphenyl)amino)-1H-pyrazolo[3,4-b]pyridin-3-yl)-4-(1-methylpiperidin-4-yl)benzamide, Acetic acid salt